methyl 2,2-dimethyl-3-(4-methyl-3-((pivaloyloxy)methyl)phenyl)-3-(8-methyl-3-(trifluoromethyl)-[1,2,4]triazolo[4,3-a]pyridine-7-yl)propanoate CC(C(=O)OC)(C(C1=C(C=2N(C=C1)C(=NN2)C(F)(F)F)C)C2=CC(=C(C=C2)C)COC(C(C)(C)C)=O)C